7-cyclopentyl-2-((5-(1-(((1s,4s)-4-(hydroxymethyl)cyclohexyl)methyl)piperidin-4-yl)pyridin-2-yl)amino)-N,N-dimethyl-7H-pyrrolo[2,3-d]pyrimidine-6-carboxamide C1(CCCC1)N1C(=CC2=C1N=C(N=C2)NC2=NC=C(C=C2)C2CCN(CC2)CC2CCC(CC2)CO)C(=O)N(C)C